ClC1=CC(=C(N)C=C1)C#CC1=CC=CC2=CC=CC=C12 4-chloro-2-(naphthalen-1-ylethynyl)aniline